CC=1C=CC2=C(N=C3SCCN32)C1 7-methyl-2,3-dihydrobenzo[4,5]imidazo[2,1-b]thiazole